triallylmethyl borate B(OC(CC=C)(CC=C)CC=C)([O-])[O-]